1-(2-cyano-6-fluorophenyl)-4-((4-(1,1-dioxidothiomorpholine-4-carbonyl)phenyl)amino)-1H-pyrazole-3-carboxamide C(#N)C1=C(C(=CC=C1)F)N1N=C(C(=C1)NC1=CC=C(C=C1)C(=O)N1CCS(CC1)(=O)=O)C(=O)N